ClC1=C(C=CC=C1)C1=CC=C(C=C1)[C@H](C)NC(=O)[C@H]1N(C[C@@H](C1)O)C([C@H](C(C)(C)C)NC(OC(C)(C)C)=O)=O tert-butyl ((S)-1-((2S,4R)-2-(((S)-1-(2'-chloro-[1,1'-biphenyl]-4-yl)ethyl)carbamoyl)-4-hydroxypyrrolidin-1-yl)-3,3-dimethyl-1-oxobutan-2-yl)carbamate